ClC1=CC(=NC=C1)[C@@H]1[C@H](C1)C(=O)NC1=NC=NC(=C1)NCC=1N=C2N(C=C(C=C2N2CCS(CC2)(=O)=O)C2CC2)C1 (1S,2S)-2-(4-chloropyridin-2-yl)-N-(6-(((6-cyclopropyl-8-(1,1-dioxidothiomorpholino)imidazo[1,2-a]pyridin-2-yl)methyl)amino)pyrimidin-4-yl)cyclopropane-1-carboxamide